(6-(6-((2R,4S)-4-fluoro-2-(5-fluoro-2-methoxypyridin-3-yl)pyrrolidin-1-yl)imidazo[1,2-b]pyridazin-3-yl)pyrimidin-2-yl)ethanol F[C@H]1C[C@@H](N(C1)C=1C=CC=2N(N1)C(=CN2)C2=CC=NC(=N2)C(C)O)C=2C(=NC=C(C2)F)OC